pyridin-3-ylmethyl-1,3,5-triazine-2,4,6-triamine N1=CC(=CC=C1)CNC1=NC(=NC(=N1)N)N